C(C)(C)(C)C1=NN2C(N=C(C3=CC=CC=C23)OCC2=NC(=C(N=C2C)C)C)=C1 (tert-butyl)-5-((3,5,6-trimethylpyrazin-2-yl)methoxy)pyrazolo[1,5-a]quinazoline